2-(4-(1-((2-(2,6-dioxopiperidin-3-yl)-6-fluoro-1,3-dioxoisoindolin-5-yl)methyl)piperidin-4-yl)phenyl)-2H-indazole-7-carboxamide O=C1NC(CCC1N1C(C2=CC(=C(C=C2C1=O)CN1CCC(CC1)C1=CC=C(C=C1)N1N=C2C(=CC=CC2=C1)C(=O)N)F)=O)=O